N-(2-cyanopyrrol-1-yl)(tert-butoxy)carboxamide C(#N)C=1N(C=CC1)NC(=O)OC(C)(C)C